C(C(=O)O)(=O)O.C(CCO)O 1,3-propanediol oxalate